6-methoxy-3-nitropyridin-2-yl-4-methylpiperazine COC1=CC=C(C(=N1)N1CCN(CC1)C)[N+](=O)[O-]